COC1=CC=C(C=C1)C=1C=CC(=NC1)N1CCN(CC1)C(=O)O 4-(5-(4-Methoxyphenyl)pyridin-2-yl)piperazine-1-carboxylic acid